4-hydroxy-N-(4-(4-methylimidazol-5-yl)benzyl)pyridine-2-carboxamide OC1=CC(=NC=C1)C(=O)NCC1=CC=C(C=C1)C1=C(N=CN1)C